N6-Acetyl-N2-(tert-butoxycarbonyl)-L-lysine C(C)(=O)NCCCC[C@H](NC(=O)OC(C)(C)C)C(=O)O